C(C)(C)(C)C=1C(=C(C=CC1)N[Zr])OC [3-(tert-butyl)-2-methoxyphenylamino]zirconium